BrC1=CN=NC2=CC(=C(C=C12)OC)OC 4-bromo-6,7-dimethoxycinnoline